(3S)-tetrahydropyran O1CCCCC1